FC(C(=O)O)(F)F.COC1=CC=C(CN2C(N(C3=C2C=CC=C3)C)=O)C=C1 1-(4-methoxybenzyl)-3-methyl-1,3-dihydro-2H-benzo[d]imidazol-2-one trifluoroacetate